monopentaerythritol tristearate C(CCCCCCCCCCCCCCCCC)(=O)OCC(COC(CCCCCCCCCCCCCCCCC)=O)(COC(CCCCCCCCCCCCCCCCC)=O)CO